4-(3-(2-(4-aminopiperidin-1-yl)-2-oxoethyl)pyrrolidin-1-yl)-2-(2,6-dioxopiperidin-3-yl)isoindoline-1,3-dione NC1CCN(CC1)C(CC1CN(CC1)C1=C2C(N(C(C2=CC=C1)=O)C1C(NC(CC1)=O)=O)=O)=O